C1(CC1)N1N=C2C(=CC=C(C2=C1)N1C=CC2=CC(=CC=C12)C#N)OC 1-(2-cyclopropyl-7-methoxy-2H-indazol-4-yl)-1H-indole-5-carbonitrile